2,2-diaminopimelic acid NC(C(=O)O)(CCCCC(=O)O)N